[Si](C1=CC=CC=C1)(C1=CC=CC=C1)(C(C)(C)C)OC1CCC(CC1)C(C#N)C=O ((1s,4s)-4-((tert-butyldiphenylsilyl)oxy)cyclohexyl)-3-oxopropanenitrile